(2R,5R)-2,5-dimethylpyrrolidine HCl salt Cl.C[C@H]1N[C@@H](CC1)C